COC(CCOC1=C(C=C2C(=CC=NC2=C1)OC1=C(C=C(C=C1)N(C(=O)C1(CC1)C(=O)N)C1=CC=C(C=C1)F)F)OC)OC N-(4-((7-(3,3-dimethoxypropoxy)-6-methoxyquinolin-4-yl)oxy)-3-fluorophenyl)-N-(4-fluorophenyl)cyclopropane-1,1-diformamide